3-methyl-N-methylisatoic anhydride CC1=C2C(C(=O)OC(N2C)=O)=CC=C1